m-chlorophenyl-hydrazine methyl-(S)-4-(1-(1-(3-(1,1-difluoro-2-hydroxyethyl)benzyl)-6-(trifluoromethyl)-2,3-dihydro-1H-imidazo[1,2-b]pyrazole-7-carboxamido)ethyl)benzoate COC(C1=CC=C(C=C1)[C@H](C)NC(=O)C1=C2N(N=C1C(F)(F)F)CCN2CC2=CC(=CC=C2)C(CO)(F)F)=O.ClC=2C=C(C=CC2)NN